NC1=C2C(=NC=N1)N(N=C2C2=CC=C(C=C2)OC2=CC=CC=C2)C2CCN(CC2)CC=2C=C1CN(C(C1=C(C2)F)=O)[C@@H]2C(NC(CC2)=O)=O (S)-3-(5-((4-(4-amino-3-(4-phenoxyphenyl)-1H-pyrazolo[3,4-d]pyrimidin-1-yl)piperidin-1-yl)methyl)-7-fluoro-1-oxoisoindolin-2-yl)piperidine-2,6-dione